1-((3,3-Difluorocyclobutyl)methyl)-N-((S)-(4,4-difluorocyclohexyl)(6-((R)-1-(4,4,4-trifluorobutanamido)ethyl)-1H-benzo[d]imidazol-2-yl)methyl)-1H-1,2,3-triazole-4-carboxamide FC1(CC(C1)CN1N=NC(=C1)C(=O)N[C@H](C1=NC2=C(N1)C=C(C=C2)[C@@H](C)NC(CCC(F)(F)F)=O)C2CCC(CC2)(F)F)F